6-((2-chloro-4-(trifluoromethyl)-1H-benzo[d]imidazol-1-yl)methyl)nicotinonitrile ClC1=NC2=C(N1CC1=NC=C(C#N)C=C1)C=CC=C2C(F)(F)F